(2-(2-chloro-3,4-bis((4-methoxybenzyl)oxy)phenyl)-2-oxoacetyl)glycine ClC1=C(C=CC(=C1OCC1=CC=C(C=C1)OC)OCC1=CC=C(C=C1)OC)C(C(=O)NCC(=O)O)=O